5-CHLORO-3-METHOXYPYRAZINE-2-CARBALDEHYDE ClC=1N=C(C(=NC1)C=O)OC